2-(3,7-dioxa-bicyclo[4.1.0]hept-6-yl)-3-fluoro-5-trifluoromethyl-pyridine C12COCCC2(O1)C1=NC=C(C=C1F)C(F)(F)F